(3S,5R)-N,N,5-trimethylpiperidin-3-amine CN([C@@H]1CNC[C@@H](C1)C)C